ethyl 5-[5-fluoro-1-(4-fluoro-3-methyl-phenyl)-2-isopropyl-indol-3-yl]-1,3,4-oxadiazole-2-carboxylate FC=1C=C2C(=C(N(C2=CC1)C1=CC(=C(C=C1)F)C)C(C)C)C1=NN=C(O1)C(=O)OCC